2,6-dibromo-4,4-dimethyl-4H-cyclopenta[2,1-b:3,4-b']dithiophene BrC1=CC2=C(S1)C=1SC(=CC1C2(C)C)Br